NC1(C(N(CCC1)C(=O)OCCCC)CC=1C=C(C=CC1)C1=CC=CC=C1)CCO butyl 3-amino-2-({[1,1'-biphenyl]-3-yl}methyl)-3-(2-hydroxyethyl)piperidine-1-carboxylate